(2S,3S)-3-(((S)-1-(isopentyl-(methyl)amino)-4-methyl-1-oxopentyl-2-yl)carbamoyl)oxirane-2-carboxylic acid C(CC(C)C)N(C(C(CC(C)C)=NC(=O)[C@@H]1[C@H](O1)C(=O)O)=O)C